3-(3-fluoro-5-(trifluoromethyl)phenyl)propanoate FC=1C=C(C=C(C1)C(F)(F)F)CCC(=O)[O-]